N=1N(N=NC1)C1CC2NC(C1)C2 3-endo-(tetrazol-2-yl)-6-azabicyclo[3.1.1]heptane